methylpropionyl-benzophenone CC=1C(=C(C(=O)C2=CC=CC=C2)C=CC1)C(CC)=O